glyceryl palmitate dioleate C(CCCCCCC\C=C/CCCCCCCC)(=O)O.C(CCCCCCC\C=C/CCCCCCCC)(=O)O.C(CCCCCCCCCCCCCCC)(=O)OCC(O)CO